ClC1=C(C(=CC=C1)Cl)C1=NOC(=C1COC1=CC=C(C=C1)C1=CC=C(C=C1)COC=1C=C(C(=O)O)C=CC1)C(C)C 3-((4'-((3-(2,6-dichlorophenyl)-5-isopropylisoxazol-4-yl)methoxy)-[1,1'-biphenyl]-4-yl)methoxy)benzoic acid